BrC1=C(C=C(C=C1)C(C(F)(F)F)(C(F)(F)F)O)C(F)(F)F (4-bromo-3-(trifluoromethyl)phenyl)-1,1,1,3,3,3-hexafluoropropane-2-ol